N,N-bis-(2-aminoethyl)-1,2-ethanediamine NCCN(CCN)CCN